C(NC(=O)C=1N=NC=CC1NC1=C(C=C(C=C1)C=1C=NN(C1)C)OC(C)C)([2H])([2H])[2H] N-(methyl-d3)-4-((2-isopropoxy-4-(1-methyl-1H-pyrazol-4-yl)phenyl)amino)pyridazine-3-carboxamide